FCC(C(C(=O)N1C(CCCC1)C=1NC=C(N1)C1=CC=CC=C1)(F)F)(F)F pentafluoro-1-(2-(4-phenyl-1H-imidazol-2-yl)piperidin-1-yl)butan-1-one